NC=1C=CC(=NC1)NCCNC(=O)NCCNC1=NC=C(C=C1)N N,N'-bis(2-((5-aminopyridin-2-yl)amino)ethyl)urea